4-chloro-2-({3-[(2S)-2-(4-chlorophenyl)-2-hydroxyethyl]-1,2,4-oxadiazol-5-yl}methyl)-5-iodopyridazin-3-one ClC=1C(N(N=CC1I)CC1=NC(=NO1)C[C@H](O)C1=CC=C(C=C1)Cl)=O